CC(COC=1C=NC=CC1CN)(C)N1CCOCC1 1-{3-[2-methyl-2-(morpholin-4-yl)propoxy]pyridin-4-yl}methanamine